COC1=NC(=CC=C1[C@H]1[C@H](O[C@]([C@H]1C)(C(F)(F)F)C)C(=O)NC1=CC(=NC=C1)C(=O)N)C(F)(F)F (2S,3S,4S,5R)-4-[[3-[2-methoxy-6-(trifluoromethyl)-3-pyridinyl]-4,5-dimethyl-5-(trifluoromethyl)tetrahydrofuran-2-carbonyl]amino]pyridine-2-carboxamide